FC=1C(=NC=C(C1)F)CC1CCC2(CN(C2)C(=O)N2CC3(C2)NC(CC3)=O)CC1 2-[7-[(3,5-difluoro-2-pyridinyl)methyl]-2-azaspiro[3.5]nonane-2-carbonyl]-2,5-diazaspiro[3.4]octan-6-one